6-METHOXY-1,5-NAPHTHYRIDINE-4-BORONIC ACID COC=1N=C2C(=CC=NC2=CC1)B(O)O